C(#N)C1=CC=C(OC(C(=O)NC2CCC(CC2)O)C2=CC=C(C=C2)S(=O)(=O)CC)C=C1 2-(4-cyanophenoxy)-2-[4-(ethylsulfonyl)phenyl]-N-(4-hydroxycyclohexyl)acetamide